2-(4-cyclopentylphenyl)acetonitrile C1(CCCC1)C1=CC=C(C=C1)CC#N